3-[(1-benzyl-4-piperidinyl)oxy]cyclobutanol C(C1=CC=CC=C1)N1CCC(CC1)OC1CC(C1)O